N1=NC=CC=2CCC3=C(C12)C=CC=C3 5,6-dihydrobenzo[h]cinnolin